butyl-magnesium pentaoxide [O-]OOO[O-].C(CCC)[Mg+2]